C1(=CC=CC=C1)[C@@H](C)SCC(=O)O |r| racemic-2-((1-phenylethyl)thio)acetic acid